ClCC(=O)NC1=NC=C(C=N1)C Chloro-N-(5-methylpyrimidin-2-yl)acetamide